CC1=NN(C(O1)=O)CC(C)=O 5-methyl-3-(2-oxopropyl)-2,3-dihydro-1,3,4-oxadiazol-2-one